1-(3-Methoxyphenyl)-4-(5-{[(4-methylphenyl)sulfinyl]methyl}-2-furoyl)piperazine COC=1C=C(C=CC1)N1CCN(CC1)C(=O)C=1OC(=CC1)CS(=O)C1=CC=C(C=C1)C